4-methyl-α-pyrrolidinopropiophenone CC1CCN(C1)C(C(=O)C1=CC=CC=C1)C